ClC1=C2C=3C(=NC(=NC3C=C1C=1C=C(N)C=C(C1C(F)(F)F)C)OC[C@]13CCCN3C[C@@H](C1)F)N(CCO2)C 3-(8-chloro-2-(((2R,7aS)-2-fluorotetrahydro-1H-pyrrolizin-7a(5H)-yl)methoxy)-4-methyl-5,6-dihydro-4H-[1,4]oxazepino[5,6,7-de]quinazolin-9-yl)-5-methyl-4-(trifluoromethyl)aniline